C(C)C(CC1C(=O)OC(C1)=O)(CC(CCC)C)CC(CCC)C 2-ethyl-4-methyl-2-(2-methylpentyl)-heptyl-succinic anhydride